N-[4-(dimethylamino)cyclohexyl]-7-[3-(prop-2-enamido)phenyl]quinazoline-2-carboxamide CN(C1CCC(CC1)NC(=O)C1=NC2=CC(=CC=C2C=N1)C1=CC(=CC=C1)NC(C=C)=O)C